ClC1=C2C=C3C(=CC2=C(C(=C1S(=O)(=O)O)Cl)Cl)C(=O)OC3=O 5,7,8-trichloro-6-sulfo-2,3-naphthalenedicarboxylic anhydride